COC1=CC(=CC(=C1O[C@@H](CO)[C@@H](C2=CC(=C(C=C2)O)OC)O)OC)C3=CC(=O)C4=C(C=C(C=C4O3)O)O The molecule is a flavonolignan isolated from the stems of natural product found in Sinocalamus affinis. It has a role as a plant metabolite. It is a flavonolignan, a polyphenol and a dimethoxybenzene.